2-bromo-1-naphthylamine BrC1=C(C2=CC=CC=C2C=C1)N